methyl(oxo)((7-(5-(trifluoromethyl)-1,2,4-oxadiazol-3-yl)imidazo[1,2-a]pyridin-2-yl)methyl-sulfaneylidene)benzamide CC=1C(C(C(=O)N=SCC=2N=C3N(C=CC(=C3)C3=NOC(=N3)C(F)(F)F)C2)C=CC1)=O